FCC1=C(C(=NO1)C=1C=NC(=CC1)C)COC1=CC=C(N=N1)C(=O)NC1(CC1)C(F)(F)F 6-((5-(Fluoromethyl)-3-(6-methylpyridin-3-yl)isoxazol-4-yl)methoxy)-N-(1-(trifluoromethyl)cyclopropyl)pyridazin-3-carboxamid